N-[3-[5-chloro-2-(difluoromethoxy)phenyl]-1-(piperidin-4-yl)-1H-pyrazol-4-yl]pyrazolo[1,5-a]pyrimidine-3-carboxamide ClC=1C=CC(=C(C1)C1=NN(C=C1NC(=O)C=1C=NN2C1N=CC=C2)C2CCNCC2)OC(F)F